FC(C=1C=CC(=C(C1)[C@H](C)NC1=CC(=C(C(=C1)F)S(=O)(=O)NC=1N=CSC1)F)F)F (S)-4-((1-(5-(difluoromethyl)-2-fluorophenyl)ethyl)amino)-2,6-difluoro-N-(thiazol-4-yl)benzenesulfonamide